3-bromo-N-tert-butyl-5,7-difluoro-2-(4-fluorophenyl)indole-1-carboxamide BrC1=C(N(C2=C(C=C(C=C12)F)F)C(=O)NC(C)(C)C)C1=CC=C(C=C1)F